2-(3-ethylsulfonyl-2-pyridyl)-5-(2,2,3,3,3-penta-fluoropropoxy)pyrazine C(C)S(=O)(=O)C=1C(=NC=CC1)C1=NC=C(N=C1)OCC(C(F)(F)F)(F)F